FC1=CC=C(C(=N1)C)[C@@H](C=1N=NN(C1)[C@H]1[C@H](C1)F)NC=1C=C2C(=C(C=NC2=C(C1)C#N)C#N)NCC(C)(C)C 6-(((S)-(6-fluoro-2-methylpyridin-3-yl)(1-((1R,2S)-2-fluorocyclopropyl)-1H-1,2,3-triazol-4-yl)methyl)amino)-4-(neopentylamino)quinoline-3,8-dicarbonitrile